ClC=1C=C(C=C2C=C(N=NC12)N)C=1C=NN(C1)CC 8-Chloro-6-(1-ethyl-1H-pyrazol-4-yl)cinnolin-3-amine